BrC1=CN(C2=NC=C3C(=C21)N(C(N3C)=O)C3CCC(CC3)(C)NC(OC(C)(C)C)=O)S(=O)(=O)C3=CC=CC=C3 tert-butyl ((1s,4s)-4-(8-bromo-3-methyl-2-oxo-6-(phenylsulfonyl)-3,6-dihydroimidazo[4,5-d]pyrrolo[2,3-b]pyridin-1(2H)-yl)-1-methylcyclohexyl)carbamate